pentyl-tin tris(tert-butoxide) CC(C)(C)[O-].CC(C)(C)[O-].CC(C)(C)[O-].C(CCCC)[Sn+3]